C(N)(=O)C(C)N1C[C@@H]([C@H](CC1)NC(=O)C1=CC(=CC=2N(C=NC21)CC(F)(F)F)C#CCNC=2C(OC)=CC(=C(C2)S(=O)(=O)C)F)C N-[(3S,4S)-1-(1-carbamoylethyl)-3-methyl-4-piperidyl]-6-[3-(5-fluoro-4-mesyl-2-anisidino)-1-propynyl]-1-(2,2,2-trifluoroethyl)-1H-1,3-benzimidazole-4-carboxamide